N-(3-(4-(4-Aminoimidazo[2,1-f][1,2,4]triazin-7-yl)-1H-pyrazol-1-yl)-4-Methylphenyl)-3-(trifluoromethyl)pyrrolidine-1-carboxamide NC1=NC=NN2C1=NC=C2C=2C=NN(C2)C=2C=C(C=CC2C)NC(=O)N2CC(CC2)C(F)(F)F